OC(CCCCCCCCCCCCCCCCC(=O)O)CC=CCC=CCCCCC 18-Hydroxy-nonacosa-20,23-dienoic acid